difluoro-N-(4-(3-(1-methyl-1H-pyrazol-4-yl)imidazo[1,2-b]pyridazin-6-yl)phenyl)benzenesulfonamide FC=1C(=C(C=CC1)S(=O)(=O)NC1=CC=C(C=C1)C=1C=CC=2N(N1)C(=CN2)C=2C=NN(C2)C)F